ClC=1N=NC(=CC1)C=1C=NC=NC1 3-Chloro-6-(pyrimidin-5-yl)pyridazine